2-[1-[2-[[1-[2-(4-methylpiperazin-1-yl)-2-oxo-ethyl]pyrazol-4-yl]amino]-[1,2,4]triazolo[1,5-a]pyridin-8-yl]-3-(3-methylsulfanylphenyl)azetidin-3-yl]acetonitrile CN1CCN(CC1)C(CN1N=CC(=C1)NC1=NN2C(C(=CC=C2)N2CC(C2)(C2=CC(=CC=C2)SC)CC#N)=N1)=O